2,4-di([1,1'-biphenyl]-4-yl)dibenzo[b,d]thiophene C1(=CC=C(C=C1)C1=CC2=C(SC3=C2C=CC=C3)C(=C1)C1=CC=C(C=C1)C1=CC=CC=C1)C1=CC=CC=C1